2-amino-3-methyl-N-((2-methyl-6-(trifluoromethyl)-3-pyridinyl)methyl)-N-((1R)-1-(2-pyrimidinyl)ethyl)-6-quinolinecarboxamide NC1=NC2=CC=C(C=C2C=C1C)C(=O)N([C@H](C)C1=NC=CC=N1)CC=1C(=NC(=CC1)C(F)(F)F)C